5-(4-((1-(2-((R)-3-((5-chloro-4-(1H-indol-3-yl)pyrimidin-2-yl)amino)piperidine-1-yl)acetyl)piperidin-4-yl)methyl)piperazin-1-yl)-2-(2,6-dioxopiperidin-3-yl)isoindoline ClC=1C(=NC(=NC1)N[C@H]1CN(CCC1)CC(=O)N1CCC(CC1)CN1CCN(CC1)C=1C=C2CN(CC2=CC1)C1C(NC(CC1)=O)=O)C1=CNC2=CC=CC=C12